Lauryl eleostearate C(CCCCCCCC=CC=CC=CCCCC)(=O)OCCCCCCCCCCCC